COC([C@@H](CCCCNC(=O)OC(C)(C)C)N)=O (2R)-2-amino-6-(tert-butoxycarbonylamino)hexanoic acid methyl ester